C(C=C)(=O)N1C[C@@H]2COC3=C(C(N2CC1)=O)C(=NC(=C3Cl)C3=C(C=CC=C3O)F)N3C(C[C@@](C3)(C)O)(C)C (6aR)-8-Acryloyl-4-chloro-3-(2-fluoro-6-hydroxyphenyl)-1-((R)-4-hydroxy-2,2,4-trimethylpyrrolidin-1-yl)-6,6a,7,8,9,10-hexahydro-12H-pyrazino[2,1-c]pyrido[3,4-f][1,4]oxazepin-12-one